C1(CC1)C1=NC=CC=C1C1=NC=C2NC(N(C2=N1)CC1=CC=C(C=C1)C=1N(C=C(N1)C(F)(F)F)C)=O 2-(2-cyclopropylpyridin-3-yl)-9-(4-(1-methyl-4-(trifluoromethyl)-1H-imidazol-2-yl)benzyl)-7,9-dihydro-8H-purin-8-one